C1CC12CNCC(C2)OC=2C=C1COC(C1=CC2)=O 5-((5-azaspiro[2.5]oct-7-yl)oxy)isobenzofuran-1(3H)-one